(R)-N-(4-(1-acetyl-1,2,3,4-tetrahydroquinolin-6-yl)-5,6,7,8-tetrahydroisoquinolin-8-yl)propanamide C(C)(=O)N1CCCC2=CC(=CC=C12)C1=CN=CC=2[C@@H](CCCC12)NC(CC)=O